(S)-2-amino-3-(1H-indazol-3-yl)butanoic acid N[C@H](C(=O)O)C(C)C1=NNC2=CC=CC=C12